(E)-1-(4'-fluorophenyl)-2-bromoethylene FC1=CC=C(C=C1)\C=C\Br